3-(1'-(tert-butoxycarbonyl)-[3,3'-bipyrrolidine]-1-yl)-1-methylcyclobutane-1-carboxylic acid C(C)(C)(C)OC(=O)N1CC(CC1)C1CN(CC1)C1CC(C1)(C(=O)O)C